(S)-2-amino-1-((R)-2-methyloxirane-2-yl)-3-phenylpropan-1-one 2,2,2-trifluoroacetate FC(C(=O)O)(F)F.N[C@H](C(=O)[C@@]1(OC1)C)CC1=CC=CC=C1